2-(3-(2-((2-((tert-butoxycarbonyl)amino)ethyl)(methyl)amino)ethoxy)phenyl)acetic acid C(C)(C)(C)OC(=O)NCCN(CCOC=1C=C(C=CC1)CC(=O)O)C